S1C(=NC2=C1C=CC=C2)NC(=O)C=2C=CC=C1CCN(CC21)C2=CC=C(C(=N2)C(=O)OC(C)(C)C)C2=C(C(=CC=C2)OC2CCC(CC2)CCCC=O)C(F)(F)F tert-butyl 6-(8-(benzo[d]thiazol-2-ylcarbamoyl)-3,4-dihydroisoquinolin-2(1H)-yl)-3-(3-(((1s,4r)-4-(4-oxobutyl)cyclohexyl)oxy)-2-(trifluoromethyl)phenyl)picolinate